C(CCC(=O)[O-])(=[Se])[O-] seleno-succinate